trans-3-[4-(2-amino-3,5-dibromobenzylamino)-cyclohexylsulfanyl]-propan-1-ol NC1=C(CN[C@@H]2CC[C@H](CC2)SCCCO)C=C(C=C1Br)Br